2-(hydroxymethyl)-1-(1-(4-(propan-2-ylidene)cyclohexyl)piperidin-4-yl)-1H-indole-3-carbaldehyde oxime OCC=1N(C2=CC=CC=C2C1C=NO)C1CCN(CC1)C1CCC(CC1)=C(C)C